C(C1=CC=CC=C1)(=O)OOC1=C(C=CC=C1)OOC(C1=CC=CC=C1)=O di(benzoylperoxy)benzene